FC=1C=C(C=CC1F)C1=C(C=C(C=C1)C1=NNC(OC1)=O)C 5-(3',4'-Difluoro-2-methylbiphenyl-4-yl)-3,6-dihydro-2H-1,3,4-oxadiazin-2-one